COC1=CC=C(CN(S(=O)(=O)C2=NN(C=C2)CC2OCC2)CC2=CC=C(C=C2)OC)C=C1 N,N-bis(4-methoxybenzyl)-1-(oxetan-2-ylmethyl)-1H-pyrazole-3-sulfonamide